CN(CCNC(C1=C(C=CC(=C1)C=1C(=NC=CC1)OCC)N1[C@@H](CN(CC1)C(C1=C(C=C(C=C1)F)N1CCCC1)=O)CC)=O)C N-[2-(dimethylamino)ethyl]-5-(2-ethoxypyridin-3-yl)-2-[(2R)-2-ethyl-4-[4-fluoro-2-(pyrrolidin-1-yl)benzoyl]piperazin-1-yl]benzamide